C(C1=CC=CC=C1)OC1=CC=C(C=C1)C1=CC=C(C=C1)C=1NC=C(C1C(=O)OCC)C1=CC=CC=C1 ethyl 2-(4'-(benzyloxy)-[1,1'-biphenyl]-4-yl)-4-phenyl-1H-pyrrole-3-carboxylate